ClC=1C(=NC(=NC1)N[C@H](CO)C)C1=CC=C2CN(C(C2=C1)=O)[C@@H](C(=O)N[C@H](C)C1=NC(=CC=C1)N1CCN(CC1)C)C (2R)-2-[6-(5-chloro-2-{[(2S)-1-hydroxypropan-2-yl]amino}pyrimidin-4-yl)-1-oxo-2,3-dihydro-1H-isoindol-2-yl]-N-[(1R)-1-[6-(4-methylpiperazin-1-yl)pyridin-2-yl]ethyl]propanamide